(1R,2R)-2-fluoro-N-[3-(5-fluoro-2,4-dimethoxypyridin-3-yl)-1H-pyrrolo[2,3-b]pyridin-6-yl]cyclopropane-1-carboxamide F[C@H]1[C@H](C1)C(=O)NC1=CC=C2C(=N1)NC=C2C=2C(=NC=C(C2OC)F)OC